FC=1C=C(C=CC1NC1=NNC(=C1)C1CC(CC1)C1=NC=CC(=N1)C(C)C)S(=O)(=O)N 3-fluoro-4-((5-(3-(4-isopropylpyrimidin-2-yl)cyclopentyl)-1H-pyrazol-3-yl)amino)benzenesulfonamide